NC1CCN(CC1)[C@H]1CC[C@H](CC1)N1C=C(C2=C1N=CN=C2N)C2=CC=C(C=C2)OC2=CC=CC=C2 7-((cis)-4-(4-aminopiperidin-1-yl)cyclohexyl)-5-(4-phenoxyphenyl)-7H-pyrrolo[2,3-d]pyrimidin-4-amine